5-(3,3-difluorocyclobutyl)-3,3-difluoro-4-hydroxypyrrolidin-2-one FC1(CC(C1)C1C(C(C(N1)=O)(F)F)O)F